C(C)(C)(C)C1CC12N(CCN(C2)C2=NC(=CC(=C2)F)C2=NC1=CC(=NC=C1C=C2)CNC(=O)OC(C)(C)C)C(=O)O.C2=C(C=CC1=CC=CC=C21)C=2C1=CC=C(N1)C(=C1C=CC(C(=C3C=CC(=C(C=4C=CC2N4)C4=CC2=CC=CC=C2C=C4)N3)C3=CC4=CC=CC=C4C=C3)=N1)C1=CC3=CC=CC=C3C=C1 5,10,15,20-tetra(2-naphthyl)porphyrin tert-butyl-7-(6-(7-(((tert-butoxycarbonyl)amino)methyl)-1,6-naphthyridin-2-yl)-4-fluoropyridin-2-yl)-4,7-diazaspiro[2.5]octane-4-carboxylate